CC([C@@H](C(=O)N1[C@@H](CCC1)C(=O)N1CC(OCC1C)C1=CC=CC=C1)NC(=O)C1=CC2=C(S1)C=CC(=C2)C(F)(F)P(O)(O)=O)(C)C ((2-(((2S)-3,3-dimethyl-1-((2S)-2-(5-methyl-2-phenylmorpholine-4-carbonyl)pyrrolidin-1-yl)-1-oxobutan-2-yl)carbamoyl)benzo[b]thiophen-5-yl)difluoromethyl)phosphonic acid